i-nonyl methacrylate C(C(=C)C)(=O)OCCCCCCC(C)C